C(C=C)(=O)N1N=CC(=C1)C=1C=C2C(=NC=NN2C1)C1=CC(=C(CNC(=O)C2=NOC(=N2)C(C)(C)C)C=C1)C N-(4-(6-(1-acryloyl-1H-pyrazol-4-yl)pyrrolo[2,1-f][1,2,4]triazin-4-yl)-2-methylbenzyl)-5-(tert-butyl)-1,2,4-oxadiazole-3-carboxamide